FC(OC1=CC=C(C=C1)C=1C=CC(N(N1)CC1=CC(=NO1)C)=O)F 6-[4-(difluoromethoxy)phenyl]-2-[(3-methyl-1,2-oxazol-5-yl)methyl]-2,3-dihydropyridazin-3-one